(S)-5-(1H-[1,2,3]triazolo[4,5-b]pyridin-5-yl)-N-(4-(1-cyclopropylethoxy)-3-fluorophenyl)-2-fluorobenzamide N1N=NC2=NC(=CC=C21)C=2C=CC(=C(C(=O)NC1=CC(=C(C=C1)O[C@@H](C)C1CC1)F)C2)F